C(#N)C1=C(C=C(C=N1)NC(C(C(=O)OCC)(C)OC)=O)C(F)(F)F ethyl ((6-cyano-5-(trifluoromethyl)pyridin-3-yl)amino)-2-methoxy-2-methyl-3-oxopropanoate